dl-β-phenylalanine N[C@@H](C1=CC=CC=C1)CC(=O)O |r|